methyl 5-methoxy-6-methylpyrazine-2-carboxylate COC=1N=CC(=NC1C)C(=O)OC